C1(CC1)NC(=O)NC1CC(C1)CCN1CCN(CC1)C1=C(C(=CC=C1)Cl)Cl 1-Cyclopropyl-3-(3-(2-(4-(2,3-dichlorophenyl)piperazin-1-yl)ethyl)cyclobutyl)urea